2-mercaptopropylamine SC(CN)C